COC1=CC=2C3=C(N(C2C=C1)CC1=CC=C(C=C1)S(N)(=O)=O)CCCN3C(=O)OC(C)(C)C tert-butyl 8-methoxy-5-(4-sulfamoylbenzyl)-2,3,4,5-tetrahydro-1H-pyrido[3,2-b]indole-1-carboxylate